6-Chloro-N-[6-(difluoromethoxy)-5-fluoro-2-methoxypyridin-3-yl]-1H-pyrrolo[2,3-b]pyridin-3-sulfonamid ClC1=CC=C2C(=N1)NC=C2S(=O)(=O)NC=2C(=NC(=C(C2)F)OC(F)F)OC